FC1=C(C=C(C=C1)C1CN(CC1)C(=O)OC(C)(C)C)C(=O)OC tert-Butyl 3-(4-fluoro-3-(methoxycarbonyl)phenyl)pyrrolidine-1-carboxylate